1-{3-[1-(2,2-dimethylpropanoyl)-5-[(4-fluorophenyl)methoxy]-4-methyl-1H-pyrazol-3-yl]azetidin-1-yl}-2,2-dimethylpropan-1-one CC(C(=O)N1N=C(C(=C1OCC1=CC=C(C=C1)F)C)C1CN(C1)C(C(C)(C)C)=O)(C)C